((1-cyclopropyl-1H-pyrazol-3-yl)sulfonyl)(4-(dimethylamino)pyridin-1-ium-1-carbonyl)amide C1(CC1)N1N=C(C=C1)S(=O)(=O)[N-]C(=O)[N+]1=CC=C(C=C1)N(C)C